2-(5-hydroxypentan-2-yl)isoindoline-1,3-dione OCCCC(C)N1C(C2=CC=CC=C2C1=O)=O